ClC1=C(C=CC(=C1)Cl)[C@@H](C)NC=1C2=C(N=C(N1)N1CC(C1)[C@@H]1CN(CCC1)CCO)SC=C2 2-[(3R)-3-[1-[4-[[(1R)-1-(2,4-dichlorophenyl)ethyl]amino]thieno[2,3-d]pyrimidin-2-yl]azetidin-3-yl]-1-piperidyl]ethanol